2-(2-Chlorophenyl)-N-(3-{[(dimethylamino)methylene]sulfamoyl}-4-[1-(tetrahydrofuran-3-yl)-1H-pyrazol-4-yl]phenyl)acetamide ClC1=C(C=CC=C1)CC(=O)NC1=CC(=C(C=C1)C=1C=NN(C1)C1COCC1)S(N=CN(C)C)(=O)=O